N1=C(C=CC=2CCCCC12)C(=O)[O-] 5,6,7,8-tetrahydro-chinolin-2-carboxylate